(3R)-3-{[8-bromo-2-(4-methoxyphenyl)[1,2,4]triazolo[1,5-c]quinazolin-5-yl]amino}azepan-2-one BrC=1C=CC=2C=3N(C(=NC2C1)N[C@H]1C(NCCCC1)=O)N=C(N3)C3=CC=C(C=C3)OC